3,9-dibromo-1,2,7,8-tetraphenylperylene BrC=1C(=C(C=2C=3C=CC=C4C(=C(C(=C(C5=CC=CC1C52)C43)C4=CC=CC=C4)C4=CC=CC=C4)Br)C4=CC=CC=C4)C4=CC=CC=C4